FC1=CC=CC=2C3=C(C(NC12)=O)OC=N3 6-fluorooxazolo[5,4-c]quinolin-4(5H)-one